2,6-dichloro-4-bromopyridine ClC1=NC(=CC(=C1)Br)Cl